trans-1-[(1-tert-butoxycarbonylazetidin-3-yl)methyl]-1-(2-tert-butoxy-2-keto-ethyl)piperidin-1-ium-4-carboxylic Acid C(C)(C)(C)OC(=O)N1CC(C1)C[N+]1(CCC(CC1)C(=O)O)CC(=O)OC(C)(C)C